5-(3-(3-(4-trifluoromethoxyphenyl)ureido)phenyl)-1H-thiophene FC(OC1=CC=C(C=C1)NC(NC=1C=C(C=CC1)C1=CC=CS1)=O)(F)F